N-[3-(4-chloroquinolin-6-yl)phenyl]prop-2-enamide ClC1=CC=NC2=CC=C(C=C12)C=1C=C(C=CC1)NC(C=C)=O